2-(4-bromo-2-fluorophenoxy)-6-methylpyridine BrC1=CC(=C(OC2=NC(=CC=C2)C)C=C1)F